C1(CC1)C([C@@H](C=1OC2=C(N1)C=C(C=C2)CN2C(N[C@@H](C2)C(F)(F)F)=O)NC(C(C2=CC=CC=C2)(F)F)=O)C2CC2 N-((S)-2,2-dicyclopropyl-1-(5-(((S)-2-oxo-4-(trifluoromethyl)imidazolidin-1-yl)methyl)benzo[d]oxazol-2-yl)ethyl)-2,2-difluoro-2-phenylacetamide